(3-acetyl-5-(2-methoxypyrimidin-5-yl)-1H-indazol-1-yl)acetic acid C(C)(=O)C1=NN(C2=CC=C(C=C12)C=1C=NC(=NC1)OC)CC(=O)O